2-2-mercaptoethylthio-4-mercaptomethyl-1,3-dithiolane SCCSC1SCC(S1)CS